ClC=1C=C2C=3C=C(C=C(C3N(C2=CC1)S(=O)(=O)C1=CC=C(C)C=C1)CCNC(OC(C)(C)C)=O)NC1=C(C=C(C=C1)Cl)Cl tert-Butyl (2-(6-chloro-3-((2,4-dichlorophenyl)amino)-9-tosyl-9H-carbazol-1-yl)ethyl)carbamate